C1(=CC=CC=C1)C1=C(C(=CC=C1)C1=CC(=CC=C1)C1=CC(=CC=C1)C1=CC=CC=C1)N [1,1':3',1'':3'',1''':3''',1''''-quinquephenyl]-2'-amine